C[SiH2]O[SiH2]O[SiH3] Methyl-Trisiloxane